2-(4-Ethyl-3-iodo-phenyl)-2-methyl-propionic acid C(C)C1=C(C=C(C=C1)C(C(=O)O)(C)C)I